[Na+].C(C=C)(=O)NC(CS(=O)(=O)[O-])(C)C 2-acrylamido-2-methylpropanesulfonate sodium salt